bis(3-propylhexyl) 8,8'-((3-aminopropyl)azanediyl)dioctanoate NCCCN(CCCCCCCC(=O)OCCC(CCC)CCC)CCCCCCCC(=O)OCCC(CCC)CCC